3-(trifluoromethyl)-5-(((4-(3-(5-(trifluoromethyl)pyrimidin-2-yl)-3,8-diazabicyclo[3.2.1]octane-8-carbonyl)phenyl)amino)methyl)pyridin-2(1H)-one FC(C=1C(NC=C(C1)CNC1=CC=C(C=C1)C(=O)N1C2CN(CC1CC2)C2=NC=C(C=N2)C(F)(F)F)=O)(F)F